FC1=C(C=CC=C1F)[C@H]1CC[C@H](CC1)OC[C@@H]1N(CCC[C@@H]1NS(=O)(=O)C)C(=O)OC methyl (2R,3S)-2-(((cis-4-(2,3-difluorophenyl)cyclohexyl)oxy)methyl)-3-((methylsulfonyl)amino)piperidine-1-carboxylate